O[C@]([C@H](/C=C/[C@@H]([C@H](C=O)\C(\C)=C\C=C\C(C)C1=NC(=CC=C1)OCC(C)C)C)OC(C)=O)(CC[C@@H](CC=O)O)C Acetic acid [(2s,3s,4e,6s,7s,10s)-7,10-dihydroxy-3,7-dimethyl-2-[(2e,4e)-6-[6-(2-methylpropoxy) pyridin-2-yl] hept-2,4-dien-2-yl]-12-oxo-1-oxododec-4-en-6-yl] ester